F[C@@H]1[C@@H](C1)C(=O)NC1=CC=C2C(=N1)NC=C2C=2C(=NC=C(C2)F)OC (1S,2S)-2-fluoro-N-[3-(5-fluoro-2-methoxypyridin-3-yl)-1H-pyrrolo[2,3-b]pyridin-6-yl]cyclopropane-1-carboxamide